N-2-morpholinoethyl-ethylenediamine O1CCN(CC1)CCNCCN